5-amino-N-(4-fluorophenyl)-3-methyl-1H-pyrazole-4-carboxamide NC1=C(C(=NN1)C)C(=O)NC1=CC=C(C=C1)F